4-((4-(tert-butyl)phenyl)thio)morpholine C(C)(C)(C)C1=CC=C(C=C1)SN1CCOCC1